(4-(2-(Dimethylamino)phenyl)thiophen-2-yl)boronic acid CN(C1=C(C=CC=C1)C=1C=C(SC1)B(O)O)C